[K].COC1=CC=C(C=C1)C=CO p-methoxy-phenyl-vinyl alcohol potassium salt